(2-(4-((3-fluoro-5-(1H-pyrazol-5-yl)pyridin-2-yl)oxy)phenyl)-2H-tetrazol-5-yl)propan-1-ol FC=1C(=NC=C(C1)C1=CC=NN1)OC1=CC=C(C=C1)N1N=C(N=N1)C(CC)O